FC1=C(C=CC(=C1)[C@H](C)NC1=NC=CC2=C1CN(C2=O)CC)C2=CC=C(C=C2)F (S)-4-((1-(2,4'-difluoro-[1,1'-biphenyl]-4-yl)ethyl)amino)-2-ethyl-2,3-dihydro-1H-pyrrolo[3,4-c]pyridin-1-one